N-isobutyl-2-(6-methoxy-2-(2-methoxyimidazo[2,1-b][1,3,4]thiadiazol-6-yl)pyrazolo[1,5-a]pyridin-4-yloxy)acetamide C(C(C)C)NC(COC=1C=2N(C=C(C1)OC)N=C(C2)C=2N=C1SC(=NN1C2)OC)=O